O[C@@H]1C[C@H](N(C1)C(C(C(C)C)C1=CC(=NO1)OCC#C)=O)C(=O)OC methyl (2S,4R)-4-hydroxy-1-[3-methyl-2-(3-prop-2-ynoxyisoxazol-5-yl)butanoyl]pyrrolidine-2-carboxylate